3-dichloromethyl-1-methyl-1H-pyrazole-4-carboxylic acid ethyl ester C(C)OC(=O)C=1C(=NN(C1)C)C(Cl)Cl